20-((2,4-dinitrophenyl) amino)-3,6,9,12,15,18-hexaoxaeicosyl 4-methylbenzenesulfonate CC1=CC=C(C=C1)S(=O)(=O)OCCOCCOCCOCCOCCOCCOCCNC1=C(C=C(C=C1)[N+](=O)[O-])[N+](=O)[O-]